tert-butyl 1-((methoxy-d3) methyl)-3,8-diazabicyclo[3.2.1]octane-8-carboxylate C(OCC12CNCC(CC1)N2C(=O)OC(C)(C)C)([2H])([2H])[2H]